2,6-bis(phenyl-d5)aniline C1(=C(C(=C(C(=C1[2H])[2H])[2H])[2H])[2H])C1=C(N)C(=CC=C1)C1=C(C(=C(C(=C1[2H])[2H])[2H])[2H])[2H]